CCCCCCCCCCCCCC/C=C/C(=O)O The molecule is a heptadecenoic acid in which the olefinic double bond is at the 2-3 position. It is a heptadecenoic acid and an alpha,beta-unsaturated monocarboxylic acid.